[Ce].[Mn].[Ni].FC1=C(C=CC(=C1)F)CS(=O)(=O)NC1=C(C=C(C=C1)C=1C=C(C=2N=C(N=CC2N1)N[C@@H]1CNC[C@H](C1)F)C)F 1-(2,4-Difluorophenyl)-N-(2-fluoro-4-(2-(((3S,5S)-5-fluoropiperidin-3-yl)amino)-8-methylpyrido[3,2-d]pyrimidin-6-yl)phenyl)methanesulfonamide nickel manganese cerium